C(C)(C)(C)C1=C(NC)C(=CC(=C1)C(C)(C)C)C(C)(C)C 2,4,6-tri-tert-Butyl-N-methylaniline